2-sulfotryptophan-13C S(=O)(=O)(O)C1=C(C[13C@H](N)C(=O)O)C2=CC=CC=C2N1